trihexyl-octyl-phosphonium C(CCCCC)[P+](CCCCCCCC)(CCCCCC)CCCCCC